FC1=CC=2C(C=C(OC2C2=C1N(C(=N2)C(F)(F)F)CC(F)(F)F)C2CCN(CC2)C(=O)OC(C)(C)C)=O tert-butyl 4-(4-fluoro-6-oxo-3-(2,2,2-trifluoroethyl)-2-(trifluoromethyl)-3,6-dihydrochromeno[7,8-d]imidazol-8-yl)piperidine-1-carboxylate